CN1C(=C(C2=C1N=CN=C2N)C2=CC=C(C=C2)OC2=CC=CC=C2)C#CC2CN(C2)C2CCN(CC2)S(=O)(=O)C=C 7-methyl-5-(4-phenoxyphenyl)-6-((1-(1-(vinylsulfonyl)piperidin-4-yl)azetidin-3-yl)ethynyl)-7H-pyrrolo[2,3-d]pyrimidin-4-amine